COC(=O)C1C2C=CC(C1)CC2 bicyclo[2.2.2]oct-5-ene-2-carboxylic acid methyl ester